1-((tert-butyldimethylsilyl)oxy)decan-4-yl 5-(pyrrolidin-1-yl)pentanoate N1(CCCC1)CCCCC(=O)OC(CCCO[Si](C)(C)C(C)(C)C)CCCCCC